COC=1C=C2CCN(CC2=CC1NC1=NC=C2C(=N1)N(N=C2)[C@H]2C[C@H](C2)CNC(C)=O)C N-((cis-3-(6-((6-methoxy-2-methyl-1,2,3,4-tetrahydroisoquinolin-7-yl)amino)-1H-pyrazolo[3,4-d]pyrimidin-1-yl)cyclobutyl)methyl)acetamide